1-(Trans-4-aminocyclohexyl)-2-methylpropan-2-ol N[C@@H]1CC[C@H](CC1)CC(C)(O)C